BrC1=C(C=C2C(=NC=NC2=C1F)O)C(F)(F)F 7-Bromo-8-fluoro-6-(trifluoromethyl)quinazolin-4-ol